O1[C@H](COCC1)CN1N=C2C3=C(C[C@@H](C2=C1)C)OC(=C3C(F)(F)F)C(=O)NCC=3SC=CN3 (4S)-2-{[(2S)-1,4-Dioxan-2-yl]methyl}-4-methyl-N-[(1,3-thiazol-2-yl)methyl]-8-(trifluoromethyl)-4,5-dihydro-2H-furo[2,3-g]indazol-7-carboxamid